C1=C(C=C(C=C1O)O)C(=O)O The molecule is a dihydroxybenzoic acid in which the hydroxy groups are located at positions 3 and 5. It has a role as a metabolite. It is a dihydroxybenzoic acid and a member of resorcinols. It derives from a benzoic acid.